1-(2-Chloro-7-(piperidin-4-yl)-7H-pyrrolo[2,3-d]pyrimidin-4-yl)dihydropyrimidine-2,4(1H,3H)-dione ClC=1N=C(C2=C(N1)N(C=C2)C2CCNCC2)N2C(NC(CC2)=O)=O